5-hydroxy-6-methoxy-7-hydroxy-4'-trifluoromethylflavone OC1=C2C(C=C(OC2=CC(=C1OC)O)C1=CC=C(C=C1)C(F)(F)F)=O